COC=1N=C2C(=CC=NC2=CC1OC)OC1=C(C=C(C=C1)NC(=O)C=1C(N(C(=CC1)COC)C1=CC=C(C=C1)F)=O)F N-[4-[(6,7-Dimethoxy-1,5-naphthyridin-4-yl)oxy]-3-fluorophenyl]-1-(4-fluorophenyl)-6-(methoxymethyl)-2-oxopyridine-3-carboxamide